(S)-6-fluoro-5-(4-((9-fluoro-3-methyl-2-oxo-2,3-dihydro-1H-pyrrolo[1,2,3-de]quinoxalin-8-yl)methyl)piperazin-1-yl)-N-methylpyridinecarboxamide FC1=C(C=CC(=N1)C(=O)NC)N1CCN(CC1)CC=1C=C2C=3N([C@H](C(NC3C1F)=O)C)C=C2